C=C(C(=O)OCC)CC(=O)OCC diethyl 2-methylenebutanedioate